2,2,2-Trifluoro-1-(4-(5-methoxy-2-(1-methyl-1H-pyrazol-4-yl)-4-nitrobenzeneyl)piperazin-1-yl)ethan-1-one FC(C(=O)N1CCN(CC1)C1=C(C=C(C(=C1)OC)[N+](=O)[O-])C=1C=NN(C1)C)(F)F